(S)-3-(3-chloro-4-fluorophenyl)-1-(3-hydroxypropyl)-1-(1-(1-methoxyisoquinolin-4-yl)ethyl)urea ClC=1C=C(C=CC1F)NC(N([C@@H](C)C1=CN=C(C2=CC=CC=C12)OC)CCCO)=O